ethyl-3-methylimidazole ethyl-sulfate salt C(C)OS(=O)(=O)O.C(C)C1=NC=CN1C